ClC1=CC=C(C=C1)C1CC(N(C1)C12CC(C1)(C2)C(=O)OC)=O methyl 3-(4-(4-chlorophenyl)-2-oxopyrrolidin-1-yl)bicyclo[1.1.1]pentane-1-carboxylate